C1=CC=C2C=CN=C2C=C1 azaazulene